dihydroazasilaine N1[SiH2]C=CC=C1